1,3-dimethyl-6-(4,4,5,5-tetramethyl-1,3,2-dioxaborolan-2-yl)pyrazin-2-one CN1C(C(=NC=C1B1OC(C(O1)(C)C)(C)C)C)=O